N-({6-[3-(difluoromethyl)-1,2,4-triazol-1-yl]-2-fluoro-3-methoxyphenyl}methyl)-1-[(2-isopropyl-3,4-dihydro-1H-isoquinolin-6-yl)methyl]-3-(methoxymethyl)pyrazole-4-carboxamide FC(C1=NN(C=N1)C1=CC=C(C(=C1CNC(=O)C=1C(=NN(C1)CC=1C=C2CCN(CC2=CC1)C(C)C)COC)F)OC)F